(E)-2-methoxy-4-[(8-methylnon-6-enamido)methyl]phenyl (3-aminopropanoyl)-DL-prolinate NCCC(=O)N1[C@@H](CCC1)C(=O)OC1=C(C=C(C=C1)CNC(CCCC\C=C\C(C)C)=O)OC |r|